5-[trans-4-methyl-8-(1,2,3,4-tetrahydroisoquinolin-5-yl)-3,4,6,7,9,9a-hexahydro-1H-pyrazino[1,2-a]pyrazin-2-yl]quinoline-8-carbonitrile C[C@@H]1CN(C[C@H]2N1CCN(C2)C2=C1CCNCC1=CC=C2)C2=C1C=CC=NC1=C(C=C2)C#N